C[S-] methanethiolat